methyl montanate C(CCCCCCCCCCCCCCCCCCCCCCCCCCC)(=O)OC